C(C)(C)(C)NC1=CC(=C(C=N1)C1=C(N=C(S1)C(=O)N[C@H](C)[C@H](C)O)C(=O)N1[C@H](CCC1)C)C(F)(F)F 5-(6-(tert-butylamino)-4-(trifluoromethyl)pyridin-3-yl)-N-((2R,3S)-3-hydroxybut-2-yl)-4-((S)-2-methylpyrrolidine-1-carbonyl)thiazole-2-carboxamide